FC1(CCN(CC1)C=1N=C(C=C2C1OC=C2)NC(C2=C(C=C(C=C2)I)N2CCC1(CC1)CC2)=O)F N-(7-(4,4-difluoropiperidin-1-yl)furo[2,3-c]pyridin-5-yl)-4-iodo-2-(6-azaspiro[2.5]octan-6-yl)benzamide